4-methyl-N-(m-methylphenyl)-[1,1'-biphenyl]-3-amine CC1=C(C=C(C=C1)C1=CC=CC=C1)NC1=CC(=CC=C1)C